3-methylpyridine-2-sulfonyl chloride CC=1C(=NC=CC1)S(=O)(=O)Cl